tellurium-lead-boron [B].[Pb].[Te]